ClC1=NC2=C(C(=CC=C2C=N1)C1=CC=CC2=CC=CC(=C12)C#C[Si](C(C)C)(C(C)C)C(C)C)F 2-chloro-8-fluoro-7-(8-((triisopropylsilyl)ethynyl)naphthalene-1-yl)quinazoline